(2S)-2-amino-3,3-dicyclopropyl-N-[5-(5-cyclopropyl-6-methyl-3-pyridyl)-6-fluoro-2-pyridyl]propenamide NC(C(=O)NC1=NC(=C(C=C1)C=1C=NC(=C(C1)C1CC1)C)F)=C(C1CC1)C1CC1